[thianthrene-2,8-diyldi(4,1-phenylene)]dimethanol C1=C(C=CC=2SC3=CC=C(C=C3SC12)C1=CC=C(C=C1)CO)C1=CC=C(C=C1)CO